C1(CC1)C=1NN=C(C1)NC(=O)[C@@H]1CN(C(C1)=O)C1=CC(=CC=C1)C(F)F (S)-N-(3-cyclopropyl-2H-pyrazol-5-yl)-1-(3-(difluoromethyl)phenyl)-5-oxopyrrolidine-3-carboxamide